C(C)OC(CC(C1=CC=CC=C1)NC1[C@@H]2CNC[C@H]12)=O (1R,5S,6s)-6-((3-ethoxy-3-oxo-1-phenylpropyl)amino)-3-azabicyclo[3.1.0]hexane